N-((2S,3S)-4,4-difluoro-3-hydroxy-1-(hydroxyamino)-3-methyl-1-oxobutan-2-yl)-4-((4-(3-(methyl-sulfonyl)propoxy)phenyl)-ethynyl)benzamide FC([C@@]([C@@H](C(=O)NO)NC(C1=CC=C(C=C1)C#CC1=CC=C(C=C1)OCCCS(=O)(=O)C)=O)(C)O)F